FC1=C(C=C(C=C1)C=1CCC(CN1)C)OC 6-(4-Fluoro-3-methoxy-phenyl)-3-methyl-2,3,4,5-tetrahydropyridine